CC1=CC2=C(C=C1C)N(C=N2)[C@@H]3[C@@H]([C@@H]([C@H](O3)CO)OP(=O)(O)O[C@H](C)CNC(=O)CC[C@@]\\4([C@H]([C@@H]5[C@]6([C@@]([C@@H](C(=N6)/C(=C\\7/[C@@]([C@@H](C(=N7)/C=C\\8/C([C@@H](C(=N8)/C(=C4\\[N-]5)/C)CCC(=O)N)(C)C)CCC(=O)N)(C)CC(=O)N)/C)CCC(=O)N)(C)CC(=O)N)C)CC(=O)N)C)O.[Co] The molecule is a cobalamin in which the central cobalt atom has an oxidation state of +1. It has a role as a human metabolite, an Escherichia coli metabolite and a cofactor. It is a conjugate acid of a cob(I)alamin(1-).